(5-chloro-2-methylphenyl)-boronic acid ClC=1C=CC(=C(C1)B(O)O)C